ferrocenyl-formyl-ethylenediamine [C-]1(C=CC=C1)N(CCN)C=O.[CH-]1C=CC=C1.[Fe+2]